2-(5,6-dibromo-2-methylpyridin-3-yl)propan-2-ol BrC=1C=C(C(=NC1Br)C)C(C)(C)O